OC=1C=C(CC2C(=O)OCC2CC2=CC(=CC=C2)O)C=CC1 2,3-bis(3'-hydroxybenzyl)butyrolactone